C(C)(C)(C)C1=CC(=C(C=C1)C=1C=C2CCN(C(C2=CC1)=O)C=1C=CC(=C(C1)NS(=O)(=O)C)O)N1CCOCC1 N-(5-(6-(4-(tert-butyl)-2-morpholinophenyl)-1-oxo-3,4-dihydroisoquinolin-2(1H)-yl)-2-hydroxyphenyl)methanesulfonamide